1,3-bis(2-acryloyloxyethoxy)benzene C(C=C)(=O)OCCOC1=CC(=CC=C1)OCCOC(C=C)=O